FC1N(CCOC1)C1C(CCCC1C)C fluoro-2,6-dimethylcyclohexylmorpholine